O=C1N2C(OC13CCNCC3)CC[C@H]2C2=C(C#N)C=CC=N2 ((5'S)-3'-oxotetrahydro-3'H-spiro[piperidine-4,2'-pyrrolo[2,1-b]oxazol]-5'-yl)nicotinonitrile